9-(decylthio)nonan-1-ol C(CCCCCCCCC)SCCCCCCCCCO